NC1=NC=NC=2N(C3=CC(=CC=C3C21)C(F)(F)F)CC(=O)N2[C@@H]1C[C@@]1(C[C@H]2C(=O)NC2=NC(=CC=C2)Br)C (1R,3S,5R)-2-(2-(4-amino-7-(trifluoromethyl)-9H-pyrimido[4,5-b]indol-9-yl)acetyl)-N-(6-bromopyridin-2-yl)-5-methyl-2-azabicyclo[3.1.0]hexane-3-carboxamide